7-nitro-1H-indazol-4-amine [N+](=O)([O-])C1=CC=C(C=2C=NNC12)N